(4-bromobenzyl)-2-methoxyethan-1-amine BrC1=CC=C(CC(COC)N)C=C1